(S)-4-ethyl-8-fluoro-4-hydroxy-11-(pyridin-3-yl)-1H-pyrano[3',4':6,7]indolizino[2,1-b]quinoline-3,6,14(4H,11H,12H)-trione C(C)[C@]1(C(OCC=2C(N3CC=4N(C5=CC=C(C=C5C(C4C3=CC21)=O)F)C=2C=NC=CC2)=O)=O)O